methyl (2S,4S)-4-({[(5R)-3-(3,5-difluorophenyl)-5-vinyl-4,5-dihydroisoxazol-5-yl]carbonyl}amino)tetrahydrofuran-2-carboxylate FC=1C=C(C=C(C1)F)C1=NO[C@](C1)(C=C)C(=O)N[C@H]1C[C@H](OC1)C(=O)OC